FC1=NC(=CC=C1C1=NN2C(O[C@H](CCC2)C)=C1C(=O)N[C@@H]1C(NC2=C(C(=N1)C1=CC=CC=C1)C=CC=C2)=O)NC(C)C |o1:12| (5S*)-2-[2-fluoro-6-(propan-2-ylamino)pyridin-3-yl]-5-methyl-N-[(3S)-2-oxo-5-phenyl-1,3-dihydro-1,4-benzodiazepin-3-yl]-5,6,7,8-tetrahydropyrazolo[5,1-b][1,3]oxazepine-3-carboxamide